CC1(C(C(=C[C@]2(CCN(C2)C(=O)C2(CC2)C(F)(F)F)C1)C#N)=O)C (5R)-9,9-dimethyl-8-oxo-2-[1-(trifluoromethyl)cyclopropane-1-carbonyl]-2-azaspiro[4.5]dec-6-ene-7-carbonitrile